OC(CC(=O)OCC(O)CO)C glycerol mono(3-hydroxybutyrate)